NC=1C(NC=2C3=C(C(=CC2C1C1=C2C=NNC2=C(C=C1)F)C1CC1)N=CS3)=O 7-Amino-4-cyclopropyl-6-(7-fluoro-1H-indazol-4-yl)-9H-[1,3]thiazolo[4,5-h]quinolin-8-one